Methyl (2S)-2-([1-[(2-chlorophenyl)methyl]-5-(3-methoxyphenyl)-1H-pyrazol-3-yl]methoxy)-2-methylbutanoate ClC1=C(C=CC=C1)CN1N=C(C=C1C1=CC(=CC=C1)OC)CO[C@](C(=O)OC)(CC)C